1-imidazolelactic acid N1(C=NC=C1)CC(C(=O)O)O